BrC1=CC(=C(C=C1)NC(=O)NC(C)C1=NC=CN=C1C1=NC=CC=N1)OC(F)F 1-[4-bromo-2-(difluoromethoxy)phenyl]-3-[1-(3-pyrimidin-2-ylpyrazin-2-yl)ethyl]urea